C(C)(C)(C)OC(NC1(CC1)C1=C(C=CC=C1)Br)=O tert-butyl(1-(2-bromophenyl)cyclopropyl)carbamate